CC1(CN(CCC1)C(=O)OC(C)(C)C)C(=O)[O-] 1-tert-butyl 3-methyl-piperidine-1,3-dicarboxylate